F[C@H]1CN(CC[C@H]1NC1=CC=CC2=C1SC(=C2CC(F)(F)F)\C=C\CNC2=C(C=C(C=C2)S(=O)(=O)C)OC)C (3S,4R)-3-fluoro-N-(2-((E)-3-((2-methoxy-4-(methylsulfonyl)phenyl)amino)prop-1-en-1-yl)-3-(2,2,2-trifluoroethyl)benzo[b]thiophen-7-yl)-1-methylpiperidin-4-amine